1-ethyl-3,3,5,7-tetramethyl-octahydrobenzo[c]isoxazole C(C)N1OC(C2C1C(CC(C2)C)C)(C)C